C(CCC(=O)[O-])(=O)[O-].[Na+].C(COCCO)O.[Na+] diethylene glycol sodium succinate